(S)-3-(1-aminopropyl)-8-chloro-2-phenyl-2H-benzo[e][1,2]thiazine 1,1-dioxide N[C@@H](CC)C=1N(S(C2=C(C1)C=CC=C2Cl)(=O)=O)C2=CC=CC=C2